FC(C1=C(C=C2CCCN(C2=C1)C=1C=C2C(=CN(C2=C(C1)C(=C)C)C)C(=O)NC)C=1C=NN(C1)C)F 5-(7-(difluoromethyl)-6-(1-methyl-1H-pyrazol-4-yl)-3,4-dihydroquinolin-1(2H)-yl)-N,1-dimethyl-7-(prop-1-en-2-yl)-1H-indole-3-carboxamide